(+)-4-phenyl-3-(m-toluenesulfonyl)chroman-2-one C1(=CC=CC=C1)C1C(C(OC2=CC=CC=C12)=O)S(=O)(=O)C=1C=C(C)C=CC1